O=C1N(NC(C2=CC=CC=C12)=O)CC(=O)NCCC1=CNC2=CC=CC=C12 2-(1,4-dioxo-1,2,3,4-tetrahydrophthalazin-2-yl)-N-[2-(1H-indol-3-yl)ethyl]acetamide